FC(OC1=CC(=NN1)NC1=NC(=CN=C1)O[C@@H]1CCNC[C@@H](C1)C)F N-(5-(difluoromethoxy)-1H-pyrazol-3-yl)-6-(((4S,6R)-6-methylazepan-4-yl)oxy)pyrazin-2-amine